2-[1-(4-nitrophenyl)-4-piperidinyl]Benzyl acetate C(C)(=O)OCC1=C(C=CC=C1)C1CCN(CC1)C1=CC=C(C=C1)[N+](=O)[O-]